OC(CN(C1=CC=CC(=N1)C1=NC2=CC(=NC=C2C=C1)CNC(C1=CN=CC(=C1)S(=O)(=O)C)=O)C)(C)C N-((2-(6-((2-hydroxy-2-methylpropyl)(methyl)amino)pyridin-2-yl)-1,6-naphthyridin-7-yl)methyl)-5-(methylsulfonyl)nicotinamide